5-(2-Chloro-5-(isobutyrylaminomethyl)benzoylamino)-N-(3-fluorophenyl)-1-methyl-1H-indole-2-carboxamide ClC1=C(C(=O)NC=2C=C3C=C(N(C3=CC2)C)C(=O)NC2=CC(=CC=C2)F)C=C(C=C1)CNC(C(C)C)=O